FC(C1=CC=C(C=C1)N1N=NC(=C1C(C)=O)C)F 1-(1-(4-(difluoromethyl)phenyl)-4-methyl-1H-1,2,3-triazol-5-yl)ethan-1-one